CN1CCN(CC1)CC[C] (2-(4-methylpiperazin-1-yl)ethyl)carbon